S1S[C@@H](CC1)CCCCC(=O)OCOC(CCC(=O)N1C=CC2=C1N=CN=C2N[C@H]2CN([C@H](CC2)C)C(C=C)=O)=O ((4-(4-(((3R,6S)-1-Acryloyl-6-methylpiperidin-3-yl)amino)-7H-pyrrolo[2,3-d]pyrimidin-7-yl)-4-oxobutanoyl)oxy)methyl 5-((R)-1,2-dithiolan-3-yl)pentanoate